4-(7,8-dichloro-4-(1H-imidazol-1-yl)quinolin-2-yl)-1-methylpiperazine-2-carboxylic acid ClC1=CC=C2C(=CC(=NC2=C1Cl)N1CC(N(CC1)C)C(=O)O)N1C=NC=C1